2-fluoro-2-(2-naphthalenyl)propionic acid FC(C(=O)O)(C)C1=CC2=CC=CC=C2C=C1